N1C(=NC=C1)C1=CC=C(C=C1)C1=NC(=NC(=N1)C1=CC=C(C=C1)C=1NC=CN1)C1=CC=C(C=C1)C=1NC=CN1 2,4,6-tris-(4-imidazolylphenyl)-1,3,5-triazine